4-amino-3-chloro-5-fluoro-6-(7-fluoro-1H-indol-6-yl)picolinic acid cyanomethyl ester C(#N)COC(C1=NC(=C(C(=C1Cl)N)F)C1=CC=C2C=CNC2=C1F)=O